BrC=1C(=C(C=CC1)C(C(=O)NC)(F)F)F (3-bromo-2-fluorophenyl)-2,2-difluoro-N-methylacetamide